CC1=NC2=C(N1COCC[Si](C)(C)C)C=CC(=C2)C2=CN(C1=NC(=CC=C12)NC(=O)C1CC1)COCC[Si](C)(C)C N-(3-(2-methyl-1-((2-(trimethylsilyl)ethoxy)methyl)-1H-benzo[d]imidazol-5-yl)-1-((2-(trimethylsilyl)ethoxy)methyl)-1H-pyrrolo[2,3-b]pyridin-6-yl)cyclopropanecarboxamide